(+/-)-((cis)-4-Amino-2-methylpyrrolidin-1-yl)(2-(1-ethyl-1H-indol-2-yl)-1-methyl-1H-benzo[d]imidazol-5-yl)methanon N[C@@H]1C[C@@H](N(C1)C(=O)C1=CC2=C(N(C(=N2)C=2N(C3=CC=CC=C3C2)CC)C)C=C1)C |r|